1-((3,5-dimethylisoxazol-4-yl)methyl)-N-(4-(2-isopropoxyprop-2-yl)thiazol-2-yl)-1H-pyrrole-2-carboxamide CC1=NOC(=C1CN1C(=CC=C1)C(=O)NC=1SC=C(N1)C(C)(C)OC(C)C)C